C1(=CC=CC=2C3=CC=C4C=CC=CC4=C3C=CC12)O cis-chrysenol